CC1=NC(=C(C=C1C(C)=O)C(C)=O)C 1,1'-(2,6-dimethylpyridine-3,5-diyl)bis(ethan-1-one)